CC=1OC(=CN1)C=1C=C2C=C(N=CC2=CC1)NC(CCN1CCOCC1)=O N-(6-(2-methyloxazol-5-yl)isoquinolin-3-yl)-3-morpholinylpropanamide